(m-tolyl)thieno[3,2-b]pyridine C1(=CC(=CC=C1)C1=CC2=NC=CC=C2S1)C